NC1=NC=2C(=CC=CC2C=2N1C=C(N2)CC=2C=CC(=NC2)N2CCN(CC2)C(C)=O)OC 1-(4-(5-((5-amino-7-methoxyimidazo[1,2-c]quinazolin-2-yl)methyl)pyridin-2-yl)piperazin-1-yl)ethan-1-one